pentacosyl-carboxylate C(CCCCCCCCCCCCCCCCCCCCCCCC)C(=O)[O-]